(Z)-9-undecenal C(CCCCCCC\C=C/C)=O